NC(CCCCCCCCCCOC(C=C)=O)CCCCCCCC acrylic acid-11-aminonondecyl ester